3-(4-fluorophenyl)-4-(4-methoxyphenyl)-2,5-dinitrothiophene FC1=CC=C(C=C1)C1=C(SC(=C1C1=CC=C(C=C1)OC)[N+](=O)[O-])[N+](=O)[O-]